sodium trichloroacetate ClC(C(=O)[O-])(Cl)Cl.[Na+]